1-(2,6-dimethoxyphenyl)-pyrrole COC1=C(C(=CC=C1)OC)N1C=CC=C1